8-[(2S,5R)-4-[(4-fluorophenyl)(3-fluoropyridin-2-yl)methyl]-2,5-dimethylpiperazin-1-yl]-5-methyl-6-oxo-5,6-dihydro-1,5-naphthyridine-2-carbonitrile FC1=CC=C(C=C1)C(N1C[C@@H](N(C[C@H]1C)C1=CC(N(C=2C=CC(=NC12)C#N)C)=O)C)C1=NC=CC=C1F